3-(difluoromethyl)-7-(3-methoxy-2,6-dimethyl-phenyl)-6-[(4-methoxyphenyl)methylamino]benzimidazole-5-carbonitrile FC(N1C=NC2=C1C=C(C(=C2C2=C(C(=CC=C2C)OC)C)NCC2=CC=C(C=C2)OC)C#N)F